1-[4-(4,4-dimethyl-2-oxopyrrolidin-1-yl)-2-fluorophenyl]-5-methoxy-3-(1-phenyl-1H-pyrazol-5-yl)pyridazin-4(1H)-one CC1(CC(N(C1)C1=CC(=C(C=C1)N1N=C(C(C(=C1)OC)=O)C1=CC=NN1C1=CC=CC=C1)F)=O)C